N[C@H](CC(=O)O)CC1=CC(=CC=C1)Cl (S)-3-amino-4-(3-chlorophenyl)-butyric acid